N[C@@H]1C2=C(C=CC=C2CC12CCN(CC2)C2=NC=C(N=C2CO)SC2=C(C(=NC=C2)N)Cl)O (S)-1-amino-1'-(5-((2-amino-3-chloropyridin-4-yl)thio)-3-(hydroxymethyl)pyrazin-2-yl)-1,3-dihydrospiro[inden-2,4'-piperidin]-7-ol